CC1=NC=CC=C1C(C)=O 1-(2-Methylpyridin-3-yl)ethan-1-on